ClC=1C=C2C(=CN(C2=CC1)C1=C(C=CC2=CC=CC=C12)O)C 1-(5-Chloro-3-methyl-1H-indol-1-yl)naphthalen-2-ol